(E)-1-(4-(2-(5-bromo-2-phenyl-1H-indol-3-yl)acetyl)piperazin-1-yl)-3-phenylprop-2-en-1-one BrC=1C=C2C(=C(NC2=CC1)C1=CC=CC=C1)CC(=O)N1CCN(CC1)C(\C=C\C1=CC=CC=C1)=O